C(C)OC(=O)C1(N(CC(CC1)O[Si](C)(C)C(C)(C)C)C(C1=CC=CC=C1)=O)C(=O)OCC 1-benzoyl-5-t-butyldimethylsilyloxy-piperidine-2,2-dicarboxylic acid diethyl ester